C(C1=CC=CC=C1)S(=O)(=O)C=1C(=C(N(C1C)CCCOC1=CC(=C(C(=C1)C)Cl)C)C(=O)O)C 4-(benzylsulfonyl)-1-(3-(4-chloro-3,5-dimethylphenoxy)propyl)-3,5-dimethyl-1H-pyrrole-2-carboxylic acid